benzo[d]isothiazol-7-amine S1N=CC2=C1C(=CC=C2)N